lithium bis-fluoro borate B(OF)(OF)[O-].[Li+]